ClC=1C=CC(=C(CN[C@@H]2CCO[C@]23O[C@@H]([C@@H]([C@@H]([C@H]3O)N3N=NC(=C3)C3=CC(=C(C(=C3)F)F)F)O)CO)C1)O (4r,5s,7r,8r,9s,10r)-4-((5-chloro-2-hydroxybenzyl)amino)-7-(hydroxymethyl)-9-(4-(3,4,5-trifluorophenyl)-1H-1,2,3-triazol-1-yl)-1,6-dioxaspiro[4.5]decan-8,10-diol